6-(4-cyclopropyl-6-methoxypyrimidin-5-yl)-1-((5-(1-isopropyl-4-(trifluoromethyl)-1H-imidazol-2-yl)pyrazin-2-yl)methyl)-1H-pyrazolo[3,4-d]pyrimidine C1(CC1)C1=NC=NC(=C1C1=NC=C2C(=N1)N(N=C2)CC2=NC=C(N=C2)C=2N(C=C(N2)C(F)(F)F)C(C)C)OC